7-[(2R,4S)-4-[(4-methanesulfonylphenoxy)methyl]-2-methylpyrrolidin-1-yl]-5,6,7,8-tetrahydronaphthalene-2-carbonitrile CS(=O)(=O)C1=CC=C(OC[C@H]2C[C@H](N(C2)C2CCC=3C=CC(=CC3C2)C#N)C)C=C1